C1(CC1)C1=NC=NC(=C1C1=NC=C(C(=N1)C(C(=O)OC)(C)C1=CC=C(C=C1)C=1N(C=C(N1)C(F)(F)F)C)C)OC methyl 2-(4'-cyclopropyl-6'-methoxy-5-methyl-[2,5'-bipyrimidin]-4-yl)-2-(4-(1-methyl-4-(trifluoromethyl)-1H-imidazol-2-yl)phenyl)propanoate